1-methyl-N-(7-methyl-[1,2,4]triazolo[1,5-a]pyridin-6-yl)-3-(tetrahydro-2H-pyran-4-yl)-1H-pyrazolo[4,3-d]pyrimidin-5-amine CN1N=C(C=2N=C(N=CC21)NC=2C(=CC=1N(C2)N=CN1)C)C1CCOCC1